3-(3-(4-bromophenyl)-5-(4-methoxyphenyl)-4,5-dihydro-1H-pyrazole-1-carbonyl)-7-(3-cyanoselenopropoxy)-dihydro-benzopyran-2-one BrC1=CC=C(C=C1)C1=NN(C(C1)C1=CC=C(C=C1)OC)C(=O)C1C(OC2=C(C1)C=CC(=C2)OCCC[Se]C#N)=O